C(C=C)(=O)N1C(CCCC1)CC acryloyl-2-ethylpiperidine